FC12CC(C1)(C2)CCCCCCCCCCSC(C)=O 1-[(10-{3-fluorobicyclo[1.1.1]pentan-1-yl}decyl)sulfanyl]ethanone